2-(4-(1-(3-fluorobenzyl)azetidine-3-carbonyl)-3,4-dihydro-2H-pyrido[4,3-b][1,4]oxazin-8-yl)benzofuran-5-carbonitrile FC=1C=C(CN2CC(C2)C(=O)N2C3=C(OCC2)C(=CN=C3)C=3OC2=C(C3)C=C(C=C2)C#N)C=CC1